C(O)(O)=O.COC=1C(C(=O)O)=CC=CC1.COC=1C(C(=O)O)=CC=CC1 di(methyl salicylate) carbonate